2-(5-bromothien-2-yl)-2-methyl-1,3-dioxolane BrC1=CC=C(S1)C1(OCCO1)C